N-[3-Fluoro-4-[(6-methoxy-7-methyl-1,5-naphthyridin-4-yl)oxy]phenyl]-5-(4-fluoro-2-methylphenyl)-6-methyl-4-oxo-1H-pyridazine-3-carboxamide FC=1C=C(C=CC1OC1=CC=NC2=CC(=C(N=C12)OC)C)NC(=O)C1=NNC(=C(C1=O)C1=C(C=C(C=C1)F)C)C